2-(6-bromo-4-cyclobutyloxy-1-oxophthalazin-2-yl)-N-(5-fluoropyrimidin-2-yl)acetamide Benzyl-1-methyl-4-(4,4,5,5-tetramethyl-1,3,2-dioxaborolan-2-yl)pyrrole-2-carboxylate C(C1=CC=CC=C1)OC(=O)C=1N(C=C(C1)B1OC(C(O1)(C)C)(C)C)C.BrC=1C=C2C(=NN(C(C2=CC1)=O)CC(=O)NC1=NC=C(C=N1)F)OC1CCC1